4-(1H-imidazol-1-yl)methylphenol N1(C=NC=C1)CC1=CC=C(C=C1)O